4,4'-(phenylphosphinediyl)dibenzonitrile C1(=CC=CC=C1)P(C1=CC=C(C#N)C=C1)C1=CC=C(C#N)C=C1